1-benzyl-4-Methoxydithiobenzoate C(C1=CC=CC=C1)C1(C(=S)[S-])CC=C(C=C1)OC